FC1=NC=CC=C1OC[C@H]1N(CC2(CC2)C1)C(=O)OC(C)(C)C tert-butyl (S)-6-(((2-fluoropyridin-3-yl)oxy)methyl)-5-azaspiro[2.4]heptane-5-carboxylate